6-hydroxy-2,5,7,8-tetramethylchroman OC=1C(=C2CCC(OC2=C(C1C)C)C)C